C1(=CC=CC=C1)C(C=C)(O)C1=CC=C(C=C1)F 1-phenyl-1-(4-fluorophenyl)-propenol